2-[[4-[6-[[4-(2-cyclopropylthiazol-4-yl)-2-fluoro-phenyl]methoxy]-2-pyridyl]-2,5-difluoro-phenyl]methyl]-3-[[(2S)-oxetan-2-yl]methyl]benzimidazole-5-carboxylic acid C1(CC1)C=1SC=C(N1)C1=CC(=C(C=C1)COC1=CC=CC(=N1)C1=CC(=C(C=C1F)CC=1N(C2=C(N1)C=CC(=C2)C(=O)O)C[C@H]2OCC2)F)F